Cl.NC/C(/COC1=CC2=C(C=N1)C(N(C2)C2CC2)=O)=C\F (E)-6-((2-(aminomethyl)-3-fluoroallyl)oxy)-2-cyclopropyl-1,2-dihydro-3H-pyrrolo[3,4-c]pyridin-3-one hydrochloride